Cl.C(CCCCC(C)C)N(CCC(=O)O)CCN isooctyl-N-(2-aminoethyl)-beta-alanine hydrochloride